C12C(CC(C=C1)C2)C(=O)O Racemic-bicyclo[2.2.1]-5-heptene-2-carboxylic acid